F[C@@H]1[C@H]2CC[C@@H](C[C@@H]1N(C1=CN=C(N=N1)C1=C(C=C3C(C=C(OC3=C1)C)=O)O)C)N2 7-(6-(((1R,2R,3S,5S)-2-fluoro-8-azabicyclo[3.2.1]octan-3-yl)(methyl)amino)-1,2,4-triazin-3-yl)-6-hydroxy-2-methyl-4H-chromen-4-one